C(C)(C)(C)OC(=O)N1CCC(CC1)CN1CCC(CC1)N1CCC(CC1)C1=CC2=C(N(C(N2C)=O)C2C(NC(CC2)=O)=O)C=C1 4-((4-(1-(2,6-Dioxopiperidin-3-yl)-3-methyl-2-oxo-2,3-dihydro-1H-benzo[d]imidazol-5-yl)-[1,4'-bipiperidin]-1'-yl)methyl)piperidine-1-carboxylic acid tert-butyl ester